FC(OC1=CC=CC=2C(N([C@H]3C=4N([C@@H](C21)C3)C3=C(N4)C=CC(=C3)C#CC3CC(C3)NC)C([2H])([2H])[2H])=O)F (7R,14R)-1-(difluoromethoxy)-6-(methyl-d3)-11-(((1r,3R)-3-(methylamino)cyclobutyl)ethynyl)-6,7-dihydro-7,14-methanobenzo[f]benzo[4,5]imidazo[1,2-a][1,4]diazocin-5(14H)-one